4,8-dimethyl-1,4,8-dectriene CC(CC=C)=CCCC(=CC)C